CN(C=1C2=C(N=CN1)NC=C2)[C@H]2CNCC[C@H]2C N-methyl-N-[(3R,4R)-4-methylpiperidine-3-yl]-7H-pyrrolo[2,3-d]pyrimidine-4-amine